[I-].[I-].[I-].[I-].C1(=CCC(CC1)N)N cyclohexene-1,4-diamine tetraiodide